F[P-](F)(F)(F)(F)F.N1(N=NC2=C1N=CC=C2)OC(=[N+](C)C)N(C)C O-(7-Azabenzotriazol-1-yl)-N,N,N',N'-tetramethyluronium hexafluoro-phosphate